5-(trifluoromethyl)-3-[(2S)-2-[4-[5-(trifluoromethyl)pyrimidin-2-yl]piperazine-1-carbonyl]azetidin-1-yl]-1H-pyridazin-6-one FC(C1=CC(=NNC1=O)N1[C@@H](CC1)C(=O)N1CCN(CC1)C1=NC=C(C=N1)C(F)(F)F)(F)F